CC=1C=C2C(=C(CC2=CC1)C=O)O[Si](C)(C)C 5-methyl-3-((trimethylsilyl)oxy)-1H-indene-2-carbaldehyde